C(C(F)(F)F)(C(F)(F)F)O 1,1,3,3,3-Hexafluoroisopropyl alcohol